(1-(4-((dimethylamino)methyl)-2-fluorophenyl)-2-methyl-1H-imidazol-4-yl)-N-((3R,4S)-3-fluoro-1-(methylsulfonyl)piperidin-4-yl)-5-(trifluoromethyl)pyrimidin-2-amine CN(C)CC1=CC(=C(C=C1)N1C(=NC(=C1)C1=NC(=NC=C1C(F)(F)F)N[C@@H]1[C@@H](CN(CC1)S(=O)(=O)C)F)C)F